1-(2-((tert-butyldimethylsilyl)oxy)ethyl)-3-(oxetan-3-yloxy)-1H-pyrazol [Si](C)(C)(C(C)(C)C)OCCN1N=C(C=C1)OC1COC1